1-(2-((3R,5S,8S,9S,10S,13S,14S,17S)-3-hydroxy-3,13-dimethyltetradecahydro-6H-5,10-methanocyclopenta[a]phenanthren-17-yl)-2-oxoethyl)-1H-pyrazole-4-carbonitrile O[C@@]1(CC[C@]23[C@H]4CC[C@@]5([C@H](CC[C@H]5[C@@H]4CC[C@@]2(C1)C3)C(CN3N=CC(=C3)C#N)=O)C)C